2-Ethylsulfanyl-N-[(4-fluorophenyl)-methyl]-4-methyl-[1,6]naphthyridine-3-carboxylic acid amide C(C)SC1=NC2=CC=NC=C2C(=C1C(=O)NCC1=CC=C(C=C1)F)C